O=C1NC(CCC1N1C(N(C2=C1C=CC=C2C#CCCC=2C(=NC=CC2)C(=O)N)C)=O)=O (4-(1-(2,6-dioxopiperidin-3-yl)-3-methyl-2-oxo-2,3-dihydro-1H-benzo[d]imidazol-4-yl)but-3-yn-1-yl)picolinamide